(R)-4-cyano-2,3-dihydro-1H-inden-1-amine C(#N)C1=C2CC[C@H](C2=CC=C1)N